C(N)(=O)C1=CC=C(C=C1)[C@]1(COCC1)NC(=O)C=1N(C2=CC=C(C(=C2C1)Cl)Cl)C |r| (±)-N-[3-(4-carbamoylphenyl)tetrahydrofuran-3-yl]-4,5-dichloro-1-methyl-indole-2-carboxamide